3-(3,4-difluoro-2-methoxyphenyl)-4,5-dimethyl-5-phenyltetrahydrofuran-2-carboxylic acid FC=1C(=C(C=CC1F)C1C(OC(C1C)(C1=CC=CC=C1)C)C(=O)O)OC